N-(3-(4-(3-Amino-1H-indazol-5-yl)-1H-pyrrolo[2,3-b]pyridin-2-yl)phenyl)methanesulfonamide NC1=NNC2=CC=C(C=C12)C1=C2C(=NC=C1)NC(=C2)C=2C=C(C=CC2)NS(=O)(=O)C